FC(C1=CC=C(C=C1)C1=NN=C(S1)N)(F)F 5-(4-(Trifluoromethyl)phenyl)-1,3,4-thiadiazol-2-amine